1-Ethyl-3-methylimidazolium chlorid [Cl-].C(C)N1C=[N+](C=C1)C